O1CCC(CC1)NC(=O)C1=CC=2C(=NC=CC2OC2=CC=C(C=C2)NC(OC(C)(C)C)=O)N1 2-methyl-2-propanyl (4-{[2-(tetrahydro-2H-pyran-4-ylcarbamoyl)-1H-pyrrolo[2,3-b]pyridin-4-yl]oxy}phenyl)carbamate